C(C)(=O)N1CC(C1)NC1=CC(N(C2=CC(=CC=C12)C(F)(F)F)C1=CC=CC=C1)=O 4-((1-Acetylazetidin-3-yl)amino)-2-oxo-1-phenyl-7-trifluoromethyl-1,2-dihydroquinoline